tert-butyl 7-acryloyl-2-(4-cyclobutylphenyl)-9-cyclopropoxy-2,3,4,5a,6,7,8,9-octahydro-5H-1,2,5,7-tetraazabenzo[cd]azulene-5-carboxylate C(C=C)(=O)N1CC2C3=C(N(N=C3C(C1)OC1CC1)C1=CC=C(C=C1)C1CCC1)CCN2C(=O)OC(C)(C)C